4-((6-(1-methyl-1H-pyrazol-4-yl)pyrazolo[1,5-a]pyrazin-4-yl)thio)azepane-1-carboxylic acid tert-butyl ester C(C)(C)(C)OC(=O)N1CCC(CCC1)SC=1C=2N(C=C(N1)C=1C=NN(C1)C)N=CC2